C1(CC1)CN(C1=CC(N(C=2C=CC(=NC12)C#N)C)=O)C1=CC=C(C=C1)OC 8-((cyclopropylmethyl)(4-methoxyphenyl)amino)-5-methyl-6-oxo-5,6-dihydro-1,5-naphthyridine-2-carbonitrile